FC1=C(C=CC=C1)C(CC(C(=O)OCC)C=O)=O ethyl 4-(2-fluorophenyl)-2-formyl-4-oxobutanoate